[S+2].[Li+].[O-2].[O-2].[Ti+4] titanium dioxide lithium sulfur